2-(3-methylcyclohex-3-en-1-yl)-5-oct-1-en-2-yl-3-propan-2-yloxyphenol CC=1CC(CCC1)C1=C(C=C(C=C1OC(C)C)C(=C)CCCCCC)O